iso-nonane CCCCCCC(C)C